N,3-dimethyl-4-((6-nitro-1H-indol-3-yl)methyl)aniline CNC1=CC(=C(C=C1)CC1=CNC2=CC(=CC=C12)[N+](=O)[O-])C